(2R,3S,4R)-2-(acetoxymethyl)-6-(2-aminoethoxy)tetrahydro-3,4-diacetoxy-pyran C(C)(=O)OC[C@H]1OC(C[C@H]([C@@H]1OC(C)=O)OC(C)=O)OCCN